BrC1=CC2=C(C=C(O2)C(=O)N(C)C)C=C1OCOC 6-bromo-5-(methoxymethoxy)-N,N-dimethyl-1-benzofuran-2-carboxamide